7-chloro-1-methyl-N-(3-(4-methyl-1H-imidazol-1-yl)-5-(trifluoromethyl)phenyl)-6-(pyrazolo[1,5-a]pyrazin-3-yloxy)-1H-imidazo[4,5-b]pyridin-2-amine ClC1=C2C(=NC=C1OC=1C=NN3C1C=NC=C3)N=C(N2C)NC2=CC(=CC(=C2)C(F)(F)F)N2C=NC(=C2)C